F[C@@H]1[C@H](C1)N1C(C(=CC=C1)NC(=O)C=1C(=NC=2N(C1)C=C(N2)[C@@]21CO[C@@](CC2)(C1)C)OC(C)C)=O N-(1-((1S,2S)-2-fluorocyclopropyl)-2-oxo-1,2-dihydropyridin-3-yl)-7-isopropoxy-2-((1S,4R)-1-methyl-2-oxabicyclo[2.2.1]heptan-4-yl)imidazo[1,2-a]pyrimidine-6-carboxamide